2-(4-Chlorophenyl)-2-(1-(4-hydroxypiperidin-1-carbonyl)piperidin-4-yliden)acetonitril ClC1=CC=C(C=C1)C(C#N)=C1CCN(CC1)C(=O)N1CCC(CC1)O